Difluoro-2-{5-[4-fluoro-2-(trifluoromethyl)phenyl]-1,2,4-thiadiazol-3-yl}-6-azaspiro[2.5]octan-6-sulfonamid FC1(C(C12CCN(CC2)S(=O)(=O)N)C2=NSC(=N2)C2=C(C=C(C=C2)F)C(F)(F)F)F